BrC=1C=CC(=NC1)N1CC2N(C(C1)C2)C(=O)O 3-(5-bromopyridin-2-yl)-3,6-diazabicyclo[3.1.1]Heptane-6-carboxylic acid